C(C)(=O)OCCN(CCC#N)C1=CC=C(C=C1)N=NC1=CC=C(C=C1)[N+](=O)[O-] 3-[[2-(acetyloxy)ethyl][4-[(4-nitrophenyl)azo]phenyl]amino]propiononitrile